4-[[(2R)-4-tert-butoxy-2-[4-(5-chloro-2-propionyl-phenyl)-2-oxo-5-(tridecylmethoxy)-1-pyridinyl]butanoyl]amino]benzoic acid C(C)(C)(C)OCC[C@H](C(=O)NC1=CC=C(C(=O)O)C=C1)N1C(C=C(C(=C1)OCCCCCCCCCCCCCC)C1=C(C=CC(=C1)Cl)C(CC)=O)=O